1-{1-[2-chloro-3-(2,2,2-trifluoro-ethoxy)-phenyl]-ethyl}-3-spiro[3.3]hept-2-yl-urea ClC1=C(C=CC=C1OCC(F)(F)F)C(C)NC(=O)NC1CC2(C1)CCC2